5-(3-(((S)-1-(1H-tetrazol-1-yl)propan-2-yl)oxy)-4-chlorophenyl)-N-(1-(trans-4-morpholinylcyclohexyl)-3-(trifluoromethyl)-1H-pyrazol-4-yl)pyrimidin-2-amine N1(N=NN=C1)C[C@H](C)OC=1C=C(C=CC1Cl)C=1C=NC(=NC1)NC=1C(=NN(C1)[C@@H]1CC[C@H](CC1)N1CCOCC1)C(F)(F)F